6-((1R,6R)-6-aminocyclohex-3-en-1-yl-2,2,3,4,5,5-d6)-2-chloro-N-(furan-2-ylmethyl)-7-methylthieno[3,2-d]pyrimidin-4-amine trifluoroacetate FC(C(=O)O)(F)F.N[C@@H]1C(C(=C(C([C@H]1C1=C(C=2N=C(N=C(C2S1)NCC=1OC=CC1)Cl)C)([2H])[2H])[2H])[2H])([2H])[2H]